C(C)(C)(C)OC(=O)N1C[C@]([C@@H](CC1)C1=CC=C(C=C1)OC)(C)CO |r| (+/-)-cis-3-(hydroxymethyl)-4-(4-methoxyphenyl)-3-methylpiperidine-1-carboxylic acid 1-tert-butyl ester